NC=1SC2=C(C1C#N)C(=CC=C2F)B2OC(C(O2)(C)C)(C)C 2-amino-7-fluoro-4-(4,4,5,5-tetramethyl-1,3,2-dioxaborolan-2-yl)-1-benzothiophene-3-carbonitrile